C(C)(C)N([C@@H](C)C(=O)O)P(=O)(SCCNC(C)=O)SCCNC(C)=O.OC1=C(C=C(C=C1)C)N1N=C2C(=N1)C=CC=C2 2-(2-hydroxy-5-methylphenyl)benzotriazole Isopropyl-(bis((2-acetamidoethyl)thio)phosphoryl)-L-alaninate